CP(=O)(C)C1=C(C=CC=C1)NC1=NC(=NC=C1C(F)(F)F)NC=1C=CC(=C2CCOC21)C(=O)NOC 7-((4-((2-(dimethylphosphoryl)phenyl)amino)-5-(trifluoromethyl)pyrimidine-2-yl)amino)-N-methoxy-2,3-dihydrobenzofuran-4-carboxamide